3-(6-Imidazol-1-ylpyridazin-3-yl)oxy-2-(3-pyridylmethyl)quinuclidine N1(C=NC=C1)C1=CC=C(N=N1)OC1C(N2CCC1CC2)CC=2C=NC=CC2